C(CC)C1[C-](C2=CC=C(C=C(C2C1)C)C)C propyl-1,4,6-trimethyl-dihydroazulenid